diphenylmethylene(cyclopentadienyl)(fluorenyl)di-n-butylzirconium C1(=CC=CC=C1)C(C1=CC=CC=C1)=CCCC[Zr](CCCC)(C1=CC=CC=2C3=CC=CC=C3CC12)C1C=CC=C1